1,2,4a,5-tetrahydro-4H-benzo[b][1,4]oxazino[4,3-d][1,4]oxazine C1COCC2N1C1=C(OC2)C=CC=C1